ClC=1C=C2C(=CN=C(C2=CN1)SC)C(C)=O 1-(6-chloro-1-(methylthio)-2,7-naphthyridin-4-yl)ethan-1-one